ClC=1C=C(C=CC1C#N)N1CC2(C[C@H]1C)CCN(CC2)C2=CC=C(C(=O)N1CCN(CC1)CC(=O)NC1=CC(=CC=C1)N[C@H]1C(NC(CC1)=O)=O)C=C2 2-(4-(4-((R)-2-(3-Chloro-4-cyanophenyl)-3-methyl-2,8-diazaspiro[4.5]decan-8-yl)benzoyl)piperazin-1-yl)-N-(3-(((R)-2,6-dioxopiperidin-3-yl)amino)phenyl)acetamide